4,5-difluoro-N-[(1R,2R,3S,5R)-2-hydroxy-2,6,6-trimethyl-norpinan-3-yl]-6-methyl-1H-pyrrolo[2,3-b]pyridine-2-carboxamide FC1=C2C(=NC(=C1F)C)NC(=C2)C(=O)N[C@@H]2[C@]([C@H]1C([C@@H](C2)C1)(C)C)(C)O